(S)-methyl 2-((S)-3-cyclopropyl-2-(4-(trifluoromethyl)-1H-indole-2-carboxamido)propanamido)-3-((S)-2-oxopiperidin-3-yl)propanoate C1(CC1)C[C@@H](C(=O)N[C@H](C(=O)OC)C[C@H]1C(NCCC1)=O)NC(=O)C=1NC2=CC=CC(=C2C1)C(F)(F)F